N,N-dimethyl-didecyl-ammonium chloride [Cl-].C[N+](C)(CCCCCCCCCC)CCCCCCCCCC